FC1=C(C=CC=C1)C(CNS(=O)(=O)C)NC1=NC=C(C=N1)C1=NOC(=N1)C(F)(F)F N-[2-(2-fluorophenyl)-2-[[5-[5-(trifluoromethyl)-1,2,4-oxadiazol-3-yl]pyrimidin-2-yl]amino]ethyl]methanesulfonamide